C(C)(=O)C1=CC=C(N1)C(=O)O 5-ACETYL-1H-PYRROLE-2-CARBOXYLIC ACID